FC1=C(C=C(C=C1)CC1=NNC(C2=CC=CC=C12)=O)C(=O)N1CCN(CC1)C1=NC=C2C(=N1)N(N(C2=O)C)C2=NC=CC=C2 4-[[4-fluoro-3-[4-[2-methyl-3-oxo-1-(2-pyridyl)pyrazolo[3,4-d]pyrimidin-6-yl]piperazine-1-carbonyl]phenyl]methyl]-2H-phthalazin-1-one